OC=1C=C(C=CC1)/C=C/C(=O)C1=CC=C(C=C1)N1C(CCC1)=O 1-[4-[(E)-3-(3-Hydroxyphenyl)prop-2-enoyl]phenyl]pyrrolidin-2-one